FC(C1=CC=CC(=N1)C12CNCC2C1)(F)F 1-(6-(Trifluoromethyl)pyridin-2-yl)-3-azabicyclo[3.1.0]hexane